CN(CCCOC1=CC=C(C=N1)C1=NC2=CC=CC3=C2C2=C1N(C(N2C(CO3)(C)C)=O)C)C (6-(3-(dimethylamino)propoxy)pyridin-3-yl)-2,10,10-trimethyl-9,10-dihydro-8-oxa-2,4,10a-triazanaphtho[2,1,8-cde]azulene-1(2H)-one